COC=1C=CC=2C3(C4=CC=C(C=C4OC2C1)NC([C@H](CC(C)C)NC(OC(C)(C)C)=O)=O)OC(C1=CC=CC=C13)=O tert-Butyl ((2S)-1-((3'-methoxy-3-oxo-3H-spiro[isobenzofuran-1,9'-xanthen]-6'-yl)amino)-4-methyl-1-oxopentan-2-yl)carbamate